COC1=CC=C(C=C1)C(CC(=O)C1=CC(=C(C(=C1)OC)OC)OC)=O 1-(4-methoxyphenyl)-3-(3,4,5-trimethoxyphenyl)propane-1,3-dione